6-((1-hydroxy-2-methylpropan-2-yl)amino)-N-(6-(3-hydroxypyrrolidin-1-yl)pyridin-2-yl)-2-(6-azaspiro[2.5]octan-6-yl)nicotinamide OCC(C)(C)NC1=NC(=C(C(=O)NC2=NC(=CC=C2)N2CC(CC2)O)C=C1)N1CCC2(CC2)CC1